(2S,4R)-1-((S)-3,3-dimethyl-2-(2-(piperazin-1-yl)acetamido)butanoyl)-4-hydroxy-N-((S)-1-(4-(4-methylthiazol-5-yl)phenyl)ethyl)pyrrolidine-2-carboxamide CC([C@@H](C(=O)N1[C@@H](C[C@H](C1)O)C(=O)N[C@@H](C)C1=CC=C(C=C1)C1=C(N=CS1)C)NC(CN1CCNCC1)=O)(C)C